Methyl 4-[4-benzyloxy-5-bromo-1-(4-fluorophenyl)-2-tetrahydropyran-4-yl-indol-3-yl]benzoate C(C1=CC=CC=C1)OC1=C2C(=C(N(C2=CC=C1Br)C1=CC=C(C=C1)F)C1CCOCC1)C1=CC=C(C(=O)OC)C=C1